7-methoxy-1H-pyrrolo[2,1-c][1,4]Benzodiazepine-5(11aH)-one COC=1C=CC2=C(C(N3C(C=N2)CC=C3)=O)C1